diisopropyl (bromomethyl) borate B(OC(C)C)(OC(C)C)OCBr